(S)-Methyl 1-(5-methyl-2-((tetrahydrofuran-3-yl)amino)pyrimidin-4-yl)-1H-imidazole-4-carboxylate CC=1C(=NC(=NC1)N[C@@H]1COCC1)N1C=NC(=C1)C(=O)OC